C(C)OP(=O)(OCC)CC1=CC=2N(C=C1)N=C(C2)C(=O)OC2=C(C(=C(C(=C2F)F)F)F)F perfluorophenyl 5-((diethoxyphosphoryl)methyl)pyrazolo[1,5-a]pyridine-2-carboxylate